FC1=C(C=NS(=O)C(C)(C)C)C=CC(=C1)C(F)(F)F N-(2-fluoro-4-(trifluoromethyl)benzylidene)-2-methylpropane-2-sulfinamide